tert-butyl 2-(4-(4-(3-(dimethylamino)prop-1-yn-1-yl)phenyl)-2,3,9-trimethyl-6H-thieno[3,2-f][1,2,4]triazolo[4,3-a][1,4]diazepin-6-yl)acetate CN(CC#CC1=CC=C(C=C1)C1=NC(C=2N(C3=C1C(=C(S3)C)C)C(=NN2)C)CC(=O)OC(C)(C)C)C